N=1N(N=CC1)C1=C(C=C(C=C1)C1=NN(C(=C1C(=O)N)C(F)(F)F)C1=CC=CN2C1=NC=CC2=O)C(F)(F)F (4-(2H-1,2,3-triazol-2-yl)-3-(trifluoromethyl)phenyl)-1-(4-oxo-4H-pyrido[1,2-a]pyrimidin-9-yl)-5-(trifluoromethyl)-1H-pyrazole-4-carboxamide